1-(5-fluoropyridin-2-yl)-5-(trifluoromethyl)-1H-pyrazole-4-carboxylic acid FC=1C=CC(=NC1)N1N=CC(=C1C(F)(F)F)C(=O)O